alpha-phenyl-N-tert-butyl-nitrone C1(=CC=CC=C1)C=[N+]([O-])C(C)(C)C